C(C)C1CC(NC1)(C)C 4-ethyl-2,2-dimethyl-pyrrolidine